4-(2-((7-chloroisoquinolin-1-yl)oxy)ethyl)morpholine ClC1=CC=C2C=CN=C(C2=C1)OCCN1CCOCC1